tert-butyl 4-(2-ethoxy-2-oxoethylidene)-3-fluoropiperidine-1-carboxylate C(C)OC(C=C1C(CN(CC1)C(=O)OC(C)(C)C)F)=O